O=C1NC(CCC1N1C(C2=CC=CC(=C2C1=O)NCCCCCCCCCC(=O)N)=O)=O 10-((2-(2,6-dioxopiperidin-3-yl)-1,3-dioxoisoindolin-4-yl)amino)decanamide